4-(1,3-Dioxapent-2-yl)-2,6-difluorobenzaldehyde OC(OCC)C1=CC(=C(C=O)C(=C1)F)F